(3-fluorobenzyl)-1H-1,2,4-triazole-3-carboxamide FC=1C=C(CN2N=C(N=C2)C(=O)N)C=CC1